5-oxo-5,7-dihydrospiro[cyclopenta-[b]pyridine-6,4'-piperidine]-1'-carboxylic acid tert-butyl ester C(C)(C)(C)OC(=O)N1CCC2(CC1)C(C=1C(=NC=CC1)C2)=O